(Z)-10-tetradecenal C(CCCCCCCC\C=C/CCC)=O